C(C)(C)(C)OC(=O)N1C[C@H]2N(C3=C(OC2)N=C(C=C3)C(=O)O)CC1 (R)-3-(tert-butoxycarbonyl)-1,2,3,4,4a,5-hexahydropyrazino[1,2-d]pyridino[2,3-b][1,4]oxazine-8-carboxylic acid